FC(C1=CC(=CC(=C1)C(=C)C(F)(F)F)C(F)F)F 1,3-bis(difluoromethyl)-5-[1-(trifluoromethyl)ethenyl]Benzene